FC([C@@H](C)N)(F)F |r| rac-(R)-1,1,1-trifluoropropan-2-amine